C1(CC1)C1=CC(=NN1)NC1=NC(=NC=C1)N1C[C@H]2CN(C[C@@H]2C1)C(=O)OC(C)(C)C |r| tert-Butyl rac-(3aS,6aS)-2-[4-[(5-Cyclopropyl-1H-pyrazol-3-yl)amino]pyrimidin-2-yl]-1,3,3a,4,6,6a-hexahydropyrrolo[3,4-c]pyrrole-5-carboxylate